1-ACETOXY-2-METHYLNAPHTHALENE C(C)(=O)OC1=C(C=CC2=CC=CC=C12)C